N-(4-methoxy-2-((S)-3-morpholinopyrrolidine-1-yl)-5-((6-((R)-3-(2,3,4-trifluorophenyl)isoxazolidine-2-yl)pyrimidine-4-yl)amino)phenyl)acrylamide COC1=CC(=C(C=C1NC1=NC=NC(=C1)N1OCC[C@@H]1C1=C(C(=C(C=C1)F)F)F)NC(C=C)=O)N1C[C@H](CC1)N1CCOCC1